FC=1C=C(C=C(C1)F)[C@@H]1CC[C@H]2OC3(C(N21)=O)CC(C3)OC=3C2=C(N=CN3)OC(=C2)C (1r,3R,5'S,7a'R)-5'-(3,5-difluorophenyl)-3-[(6-methylfuro[2,3-d]pyrimidin-4-yl)oxy]tetrahydro-3'H-spiro[cyclobutane-1,2'-pyrrolo[2,1-b][1,3]oxazol]-3'-one